tert-butyl 6-(benzyloxy)-3-(4,4,5,5-tetramethyl-1,3,2-dioxaborolan-2-yl)-1H-indole-1-carboxylate C(C1=CC=CC=C1)OC1=CC=C2C(=CN(C2=C1)C(=O)OC(C)(C)C)B1OC(C(O1)(C)C)(C)C